ClC1=NC=C2N(C=NC2=N1)CCC[C@H]1NCCC[C@@H]1O (2R,3S)-2-(3-(2-chloro-7H-purin-7-yl)propyl)piperidin-3-ol